but-2-ene-1,4-diol aluminum titanium Silicate [Si]([O-])([O-])([O-])[O-].[Ti+4].[Al+3].C(C=CCO)O